OC1=C(C(=O)C2=C(C=C(C=C2)OCCC)O)C=CC(=C1)OC 2,2'-dihydroxy-4-methoxy-4'-propoxybenzophenone